3,5-dimethoxyphenyl-boronic acid COC=1C=C(C=C(C1)OC)B(O)O